2-((4-methoxy)benzyloxy)-N-(pyridin-3-yl)benzamide COC1=CC=C(COC2=C(C(=O)NC=3C=NC=CC3)C=CC=C2)C=C1